tert-butyl 4-((1R,3r)-3-((R)-4-((R)-2-(2,6-bis(benzyloxy)pyridin-3-yl)-4-fluoro-3-methyl-1-oxoisoindolin-5-yl)-3-methylpiperazin-1-yl)cyclobutoxy)piperidine-1-carboxylate C(C1=CC=CC=C1)OC1=NC(=CC=C1N1C(C2=CC=C(C(=C2[C@H]1C)F)N1[C@@H](CN(CC1)C1CC(C1)OC1CCN(CC1)C(=O)OC(C)(C)C)C)=O)OCC1=CC=CC=C1